Benzyl 3-((2-(((benzyloxy)carbonyl)-L-phenylalanyl)-1-(tert-butoxycarbonyl)hydrazinyl)methyl)-2-oxopyrrolidine-1-carboxylate C(C1=CC=CC=C1)OC(=O)N[C@@H](CC1=CC=CC=C1)C(=O)NN(C(=O)OC(C)(C)C)CC1C(N(CC1)C(=O)OCC1=CC=CC=C1)=O